4-fluoro-N-(4'-(2-hydroxyethoxy)-[1,1'-biphenyl]-3-yl)-7-methyl-1H-indole FC1=C2C=CN(C2=C(C=C1)C)C=1C=C(C=CC1)C1=CC=C(C=C1)OCCO